C(C)(C)(C)NC=1OC(C(=C(N1)C1=CC=C(C=C1)Cl)C)=O 2-(tert-butylamino)-5-methyl-4-(p-chlorophenyl)-6H-1,3-oxazin-6-one